butyl-pyrimidone C(CCC)C1=NC(NC=C1)=O